4-(5-((2-chloro-3-methoxyphenyl)amino)-6-fluoro-1H-indazol-1-yl)-N,5-dimethylthiophene-2-carboxamide ClC1=C(C=CC=C1OC)NC=1C=C2C=NN(C2=CC1F)C=1C=C(SC1C)C(=O)NC